N1=NC(=NN=C1C1=CC(=C(C(=O)O)C=C1)F)C1=CC(=C(C(=O)O)C=C1)F 4,4'-(1,2,4,5-Tetrazine-3,6-diyl)bis(2-fluorobenzoic acid)